methyl-6-nitro-[2,2'-bipyridine] CC=1C(=NC(=CC1)[N+](=O)[O-])C1=NC=CC=C1